3-fluoro-4-hexyloxybenzaldehyde FC=1C=C(C=O)C=CC1OCCCCCC